1-(4-fluoro-3-methoxyphenyl)-1H-imidazo[4,5-b]pyridin-2(3H)-one FC1=C(C=C(C=C1)N1C(NC2=NC=CC=C21)=O)OC